The molecule is the 8(R)-isomer of HPODE. It is a HPODE and an octadecanoid. It derives from a linoleic acid. It is a conjugate acid of an 8(R)-HPODE(1-). CCCCC/C=C\\C/C=C\\[C@@H](CCCCCCC(=O)O)OO